3-Amino-3-[(1-oxo-1-propoxypentan-2-yl)carbamoyl]propanoic acid NC(CC(=O)O)C(NC(C(OCCC)=O)CCC)=O